CC(=CC(=O)O)CCC1=CC=CC=C1 3-methyl-5-phenyl-2-pentenoic acid